CC1=CC(=C(C=C1)OC2=CC=CC=C2C3=CSC(=N3)NC4=NCCCN4)C The molecule is a member of the class of guanidines that is tetrahydropyrimidin-2(1H)-imine in which the hydrogen of the imino group is replaced by a thiazol-2-yl group which in turn is substituted by a 2-(2,4-dimethylphenoxy)phenyl group at position 4. It has been used for the topical treatment of fungal nail infections. It has a role as an antifungal drug. It is a member of 1,3-thiazoles, an aromatic ether and a member of guanidines.